6-bromo-5-chloro-N-(4-(piperidin-1-ylsulfonyl)benzyl)-1H-indole-1-carboxamide BrC1=C(C=C2C=CN(C2=C1)C(=O)NCC1=CC=C(C=C1)S(=O)(=O)N1CCCCC1)Cl